1-(1-(4,4-difluorocyclohexyl)piperidin-4-yl)-9-ethyl-4-fluoro-8,9-dihydro-2,7,9a-triazabenzo[cd]azulen-6(7H)-one FC1(CCC(CC1)N1CCC(CC1)C1=NC2=C3C(C(NCC(N13)CC)=O)=CC(=C2)F)F